7-chloro-8-fluoro-5-[3-hydroxy-2-methyl-2-(methylamino)propoxy]-2-methylsulfanyl-pyrido[4,3-d]pyrimidin-4-ol ClC1=C(C=2N=C(N=C(C2C(=N1)OCC(CO)(NC)C)O)SC)F